7'-Fluoro-1-isopropyl-3'-methyl-2'-oxo-2',3'-dihydrospiro[azetidine-3,1'-pyrrolo[2,3-c]quinolin] FC=1C=CC=2C3=C(C=NC2C1)N(C(C31CN(C1)C(C)C)=O)C